(R)-3-chloro-N-(1-(3-(2-cyclopropylpyridin-4-yl)isoxazol-5-yl)ethyl)benzamide ClC=1C=C(C(=O)N[C@H](C)C2=CC(=NO2)C2=CC(=NC=C2)C2CC2)C=CC1